C(C)(C)(C)C=1C(=C(C=C(C1)CCC(=O)O)C)O β-(5-t-butyl-4-hydroxy-3-methylphenyl)propionic acid